5-chloro-N-((1r,4r)-4-((3-(isoquinolin-4-yl)-2-oxo-2,3-dihydro-1H-benzo[d]imidazol-1-yl)methyl)cyclohexyl)-2-(trifluoromethyl)nicotinamide ClC=1C=NC(=C(C(=O)NC2CCC(CC2)CN2C(N(C3=C2C=CC=C3)C3=CN=CC2=CC=CC=C32)=O)C1)C(F)(F)F